FC=1C=C(C[C@H](N)C(=O)O)C=CC1O |r| 3-fluoro-DL-tyrosine